((1-carboxy-3-(1H-tetrazol-5-yl)propyl)carbamoyl)glutamic acid C(=O)(O)C(CCC1=NN=NN1)NC(=O)N[C@@H](CCC(=O)O)C(=O)O